3-acetylphenylisocyanate C(C)(=O)C=1C=C(C=CC1)N=C=O